(3S)-4-methoxybutane-1,3-diol COC[C@H](CCO)O